CC(C(=O)NS(=O)(=O)C)(C)C 2,2-dimethyl-N-(methylsulfonyl)propanamide